C(CCC)OCOCC\C=C/CC[Mg]Br (3Z)-6-(butoxymethoxy)-3-hexenylmagnesium bromide